ClC1=CC=C(C=C1)C1=C(CC(CC1)(COS(=O)(=O)C)C)CN1CCN(CC1)C1=CC=C(C(=O)OCC)C=C1 ethyl 4-(4-((4'-chloro-4-methyl-4-(((methylsulfonyl)oxy)methyl)-3,4,5,6-tetrahydro-[1,1'-biphenyl]-2-yl)methyl)piperazin-1-yl)benzoate